ClC=1C=C(C=C(C1OCCOCCOCCOCCOCCOCCSSC1=NC=CC=C1)Cl)NC1=C(C(=O)O)C=CC=C1 2-[[3,5-dichloro-4-[[17-(2-pyridyldithio)-3,6,9,12,15-pentaoxaheptadec-1-yl]oxy]phenyl]amino]-benzoic acid